1-(4-(4-bromobutoxy)phenyl)-3-p-methoxyphenyl-2-propen-1-one BrCCCCOC1=CC=C(C=C1)C(C=CC1=CC=C(C=C1)OC)=O